FC1=C(C=CC(=C1)C1=NN(C=N1)C1=CC=C(C=C1)OC(C(F)(F)F)(F)F)NC(=O)\N=C\1/SCC(N1C1=C(C=CC(=C1)C)CCC)=O (Z)-1-(2-fluoro-4-(1-(4-(perfluoroethoxy)phenyl)-1H-1,2,4-triazol-3-yl)phenyl)-3-(3-(5-methyl-2-propylphenyl)-4-oxothiazolidin-2-ylidene)urea